barium dilaurate C(CCCCCCCCCCC)(=O)[O-].C(CCCCCCCCCCC)(=O)[O-].[Ba+2]